(2R,4R)-6-chloro-4-hydroxy-N-{4-[4-(trifluoromethyl)benzamido]bicyclo[2.1.1]hexan-1-yl}-3,4-dihydro-2H-1-benzopyran-2-carboxamide ClC=1C=CC2=C([C@@H](C[C@@H](O2)C(=O)NC23CCC(C2)(C3)NC(C3=CC=C(C=C3)C(F)(F)F)=O)O)C1